FC=1C(=NC(=NC1)NC1=NC=C(C=C1)N1CCNCC1)C=1C=NC2=CC=CC=C2C1 5-fluoro-N-(5-(piperazin-1-yl)pyridin-2-yl)-4-(quinolin-3-yl)pyrimidin-2-amine